(1R,3S)-3-hydroxy-1-[(2-methylpropan-2-sulfinyl)amino]-8-azaspiro[4.5]decane-8-carboxylic acid tert-butyl ester C(C)(C)(C)OC(=O)N1CCC2(C[C@@H](C[C@H]2NS(=O)C(C)(C)C)O)CC1